FC=1C=C(C=CC1)N1C(N(C(C1)C#N)C1=CN=CC2=CC=CC=C12)=O 1-(3-fluorophenyl)-3-(isoquinolin-4-yl)-2-oxoimidazolidine-4-carbonitrile